ClC=1C=C2C(=CC1)NC(C21N(C[C@@H]([C@@H]1C(C1=CC(=C(C=C1)O)O)=O)C1=C(C=CC=C1)OC)C)=O (3'S,4'S)-5-chloro-3'-(3,4-dihydroxybenzoyl)-4'-(2-methoxyphenyl)-1'-methylspiro[indoline-3,2'-pyrrolidin]-2-one